[C@@H]12N(C[C@@H](NC1)C2)C(=O)OC(C)(C)C t-butyl (1S,4S)-2,5-diazabicyclo[2.2.1]heptane-2-carboxylate